(S)-3-((tert-Butoxycarbonyl)(isopropyl)amino)-2-(4-chlorophenyl)propanoic acid sodium salt [Na+].C(C)(C)(C)OC(=O)N(C[C@@H](C(=O)[O-])C1=CC=C(C=C1)Cl)C(C)C